3-(4-cyclohexyl-3-fluoro-phenyl)-3-oxo-propionic acid ethyl ester C(C)OC(CC(=O)C1=CC(=C(C=C1)C1CCCCC1)F)=O